C1(=CC=C(C=C1)OC1CCC2(CNC2)CC1)C 7-(p-tolyloxy)-2-azaspiro[3.5]nonan